3,3,5-tri-iodothyronine IC1(CC(C[C@H](N)C(=O)O)=CC(=C1OC1=CC=C(C=C1)O)I)I